N,O-dimethylsulfonyl-L-homoserine ethyl ester C(C)OC([C@@H](NS(=O)(=O)C)CCOS(=O)(=O)C)=O